[Te-2].[Zn+2].[Se+2].[Te-2] selenium zinc telluride